2-{[(2-carboxyethyl)sulfinyl]sulfinyl}propionic acid C(=O)(O)CCS(=O)S(=O)C(C(=O)O)C